1-benzhydryl-3-(2-bromophenyl)azetidine-3-carboxylic acid C(C1=CC=CC=C1)(C1=CC=CC=C1)N1CC(C1)(C(=O)O)C1=C(C=CC=C1)Br